C(C)C1CCC(CC1)C1=C(C=C(C=C1)C1=CCC(CC1)C1CCC(CC1)CCC)F 1-(4-ethylcyclohexyl)-2-fluoro-4-[4-(4-propylcyclohexyl)cyclohex-1-en-1-yl]benzene